C=C\C=C/CCCCC(CCCCCCC)SCCNC(CCNC([C@@H](C(COP(OP(OC[C@@H]1[C@H]([C@H]([C@@H](O1)N1C=NC=2C(N)=NC=NC12)O)OP(=O)(O)O)(=O)O)(=O)O)(C)C)O)=O)=O (Z)-9-hexadecadienyl-coa